ClC1=NC=C(C(=C1)C(=O)NCC(F)C1=C(C=C(C=C1)CC)F)OC1=CC(=CC=C1)C1CC1 2-chloro-5-(3-cyclopropyl-phenoxy)-N-[2-(4-ethyl-2-fluoro-phenyl)-2-fluoro-ethyl]pyridine-4-carboxamide